ClC1=CN(C=2N=NC(=CC21)C(=O)NC2CC=1C=C(C(=NC1CC2)N2CC(C(C2)NC)COC)F)CC 5-chloro-7-ethyl-N-{3-fluoro-2-[3-(methoxymethyl)-4-(methylamino)pyrrolidin-1-yl]-5,6,7,8-tetrahydroquinolin-6-yl}-7H-pyrrolo[2,3-c]pyridazine-3-carboxamide